N-cyclopropyl-5-fluoro-2-[3-[(trans)-2-[5-(pyrrolidin-1-ylmethyl)-2-pyridyl]vinyl]-1-Tetrahydropyran-2-yl-indazol-6-yl]sulfanylbenzamide C1(CC1)NC(C1=C(C=CC(=C1)F)SC1=CC=C2C(=NN(C2=C1)C1OCCCC1)\C=C\C1=NC=C(C=C1)CN1CCCC1)=O